FC1=CC=C(C=C1)C(C1CCN(CC1)C(=O)N1CC(CC1)C1=CN=NN1)C1=CC=C(C=C1)F (+)-[4-[bis(4-Fluorophenyl)methyl]-1-piperidyl]-[3-(1H-triazol-5-yl)pyrrolidin-1-yl]methanone